N1C(CCC1)CNC(C)=O N-[(pyrrolidin-2-yl)methyl]acetamide